C(CCCCCCC\C=C/CCCCCCCC)(=O)OCC(OC(CCCCCCC\C=C/C\C=C/CCCCC)=O)CO 1-oleoyl-2-linoleoyl-glycerol